ClC1=NSC2=C1C=CC=C2 chlorobenzoisothiazole